5-bromo-3-(4-(4-methylpiperazin-1-yl)benzamido)-1H-pyrazolo[3,4-c]Pyridine-1-carboxylic acid tert-butyl ester C(C)(C)(C)OC(=O)N1N=C(C=2C1=CN=C(C2)Br)NC(C2=CC=C(C=C2)N2CCN(CC2)C)=O